(2-furyl)-5-[(3R)-3-methylpiperazin-1-yl]pyrazolo[1,5-a]pyrimidine-3-carbonitrile hydrochloride Cl.O1C(=CC=C1)C1=NN2C(N=C(C=C2)N2C[C@H](NCC2)C)=C1C#N